PHENACYLBROMIDE C(C(=O)C1=CC=CC=C1)Br